NCCNCCNCCC[Si](OC)(OC)OC N-(2-aminoethyl)-N'-[3-(trimethoxysilyl)-propyl]ethylenediamine